NC1COC2(C1)CCN(CC2)C(=O)OC(C)(C)C tert-butyl 3-amino-1-oxa-8-azaspiro[4.5]decane-8-carboxylate